N-(3-(4'-(dimethylamino)-[1,1'-biphenyl]-4-yl)propyl)-2-ethyl-6-methylthieno[2,3-d]pyrimidin-4-amine CN(C1=CC=C(C=C1)C1=CC=C(C=C1)CCCNC=1C2=C(N=C(N1)CC)SC(=C2)C)C